10-(4-(2-oxa-6-azaspiro[3.3]heptan-6-yl)butyl)-3,7-dibromo-10H-phenoxazine C1OCC12CN(C2)CCCCN2C1=CC=C(C=C1OC=1C=C(C=CC21)Br)Br